(Z)-2-(5-fluoro-1-(4-hydroxy-3,5-dimethoxybenzylidene)-2-methyl-1H-inden-3-yl)-N-(furan-2-ylmethyl)-2-((oxazol-2-ylmethyl)amino)acetamide FC=1C=C2C(=C(/C(/C2=CC1)=C/C1=CC(=C(C(=C1)OC)O)OC)C)C(C(=O)NCC=1OC=CC1)NCC=1OC=CN1